C(C)(C)(C)C=1N=C(OC1N1[C@@H](CCC1)C#N)CCCC1=CC=CC=C1 (S)-1-(4-(tert-butyl)-2-(3-phenylpropyl)oxazol-5-yl)pyrrolidine-2-carbonitrile